OC[C@H](C1=CC=CC=C1)NC1=NC(=NC=C1C=1OC(=NN1)C)NC1=CC=C2C(N(N(C2=C1)C(C)C)C)=O (S)-6-((4-((2-hydroxy-1-phenylethyl)amino)-5-(5-methyl-1,3,4-oxadiazol-2-yl)pyrimidin-2-yl)amino)-1-isopropyl-2-methyl-1,2-dihydro-3H-indazol-3-one